FC1=C(C=C(C=C1)C1=CSC2=C1C(N(C=C2)CC(=O)N2CC(C2)(C2=CC=CC=C2)F)=O)C(F)(F)F 3-(4-fluoro-3-(trifluoromethyl)phenyl)-5-(2-(3-fluoro-3-phenylazetidin-1-yl)-2-oxoethyl)thieno[3,2-c]pyridin-4(5H)-one